FC1=CC2=C(N=C(S2)[C@@H](C)N)C=C1 (R)-1-(6-fluoro-2-benzothiazolyl)-ethylamine